1-[3-(5-aminopyrimidin-2-yl)pyrazin-2-yl]ethanone NC=1C=NC(=NC1)C=1C(=NC=CN1)C(C)=O